4-amino-N-(2,3-dihydro-1H-inden-2-yl)-6-((2-hydroxy-3-methylphenyl)amino)picolinamide NC1=CC(=NC(=C1)NC1=C(C(=CC=C1)C)O)C(=O)NC1CC2=CC=CC=C2C1